C(C)C1=C(C(OC2=C1C=1CCCOC1C(=C2C=O)O)=O)CC(N2CCCC2)=O 1-ethyl-6-hydroxy-3-oxo-2-(2-oxo-2-(pyrrolidin-1-yl)ethyl)-3,8,9,10-tetrahydropyrano[3,2-f]chromene-5-carbaldehyde